tert-butyl (1-(3-(4-aminobutoxy)propyl)piperidin-4-yl)carbamate NCCCCOCCCN1CCC(CC1)NC(OC(C)(C)C)=O